NCCC(O)C1=CC=C(C=C1)C(F)(F)F 3-amino-1-(4-(trifluoromethyl)phenyl)propan-1-ol